3-phenyl-naphthalen-2-amine C1(=CC=CC=C1)C=1C(=CC2=CC=CC=C2C1)N